((5-bromo-3-phenyl-1-p-toluenesulfonyl-1H-indolyl)(phenyl)methyl)diphenylphosphine oxide BrC=1C=C2C(=C(N(C2=CC1)S(=O)(=O)C1=CC=C(C)C=C1)C(C1=CC=CC=C1)P(C1=CC=CC=C1)(C1=CC=CC=C1)=O)C1=CC=CC=C1